C(C)(C)(C)OC(=O)N1N=C(C=C1)OC(CO)(CC)C 3-((1-hydroxy-2-methylbutan-2-yl)oxy)-1H-pyrazole-1-carboxylic acid tert-butyl ester